C(#N)C=1C=NN(C1)C1=C(C=C(C=C1)NC(CC1=C(C=CC=C1)C(C)C)=O)S(N)(=O)=O N-[4-(4-cyano-1H-pyrazole-1-yl)-3-sulfamoylphenyl]-2-[2-(propan-2-yl)phenyl]acetamide